CC1=C(C=C(C(=O)NC2=C(C=C(C=C2)N2CCN(CC2)C)C(F)(F)F)C=C1)NC1=NC=CC(=N1)C=1C=NC=C(C1)C1=C(C=NO1)C 4-Methyl-3-{4-[5-(4-methyl-isoxazol-5-yl)-pyridin-3-yl]-pyrimidin-2-ylamino}-N-[4-(4-methyl-piperazin-1-yl)-2-trifluoromethyl-phenyl]-benzamide